methyl 1-(4-(2-((2-fluoro-4-sulfamoylphenyl)amino)-5-(trifluoromethyl)pyrimidin-4-yl)-1H-pyrazol-1-yl)cyclopropane-1-carboxylate FC1=C(C=CC(=C1)S(N)(=O)=O)NC1=NC=C(C(=N1)C=1C=NN(C1)C1(CC1)C(=O)OC)C(F)(F)F